CN(C/C=C/C(=O)N(C)[C@H](C(=O)NCCCOC=1C=C(C=CC1)NC=1C(=NC(=C(N1)OC)CC)C(=O)N)C)C (S,E)-3-((3-(3-(2-(4-(dimethylamino)-N-methylbut-2-enamido)propanamido)propoxy)phenyl)amino)-6-ethyl-5-methoxypyrazine-2-carboxamide